4-(piperazin-1-yl)-7-(piperidin-4-yloxy)benzo[d]thiazole N1(CCNCC1)C1=CC=C(C2=C1N=CS2)OC2CCNCC2